ClC=1C=C2C(=NC(=NC2=C(C1C1=CC(=CC2=CC=CC=C12)O)F)N1CC(C1)N(C)C)C1CN(C1)C(=O)N (S or R)-3-(6-chloro-2-(3-(dimethylamino)azetidin-1-yl)-8-fluoro-7-(3-hydroxynaphthalen-1-yl)quinazolin-4-yl)azetidine-1-carboxamide